ethyl (2R,3S)-2-(benzamidomethyl)-3-(4-chlorophenyl)-3-hydroxypropionate C(C1=CC=CC=C1)(=O)NC[C@@H](C(=O)OCC)[C@H](O)C1=CC=C(C=C1)Cl